CC(CCC[C@@H](/C=C/[C@H]1[C@H]2C[C@@H]([C@@H]1C/C=C\\CCCC(=O)[O-])OO2)O)O The molecule is a prostaglandin carboxylic acid anion that is the conjugate base of 19-hydroxyprostaglandin H2, obtained by deprotonation of the carboxy group; major species at pH 7.3. It has a role as a human xenobiotic metabolite. It is a prostaglandin carboxylic acid anion and an oxylipin anion. It is a conjugate base of a 19-hydroxyprostaglandin H2.